(E)-1-(2-ethoxyvinyl)-3-fluoro-5-methoxybenzene C(C)O/C=C/C1=CC(=CC(=C1)OC)F